Cl.CC(C#C/C=C/CN(C)CC1=CC=CC2=CC=CC=C12)(C)C trans-N-(6,6-dimethyl-2-hepten-4-ynyl)-N-methyl-1-naphthylmethyl-amine hydrochloride